phenyl(5-(1-(trifluoromethyl)cyclopropyl)isoxazol-3-yl)carbamate C1(=CC=CC=C1)OC(NC1=NOC(=C1)C1(CC1)C(F)(F)F)=O